N1C=C(C2=CC=CC=C12)CC(CCCC)NC(=O)C1=CC=2C=NC(=CC2S1)N1CCC(CC1)C N-(1-(1H-indol-3-yl)hexan-2-yl)-6-(4-methylpiperidin-1-yl)thieno[3,2-c]pyridine-2-Carboxamide